4-(2-{[(2R,7as)-2-fluoro-hexahydro-1H-pyrrolizin-7a-yl]methoxy}-8-fluoro-4-[(2R)-2-(hydroxymethyl)morpholin-4-yl]pyrido[4,3-d]pyrimidin-7-yl)-5-ethynyl-6-fluoronaphthalene-2-ol F[C@@H]1C[C@@]2(CCCN2C1)COC=1N=C(C2=C(N1)C(=C(N=C2)C2=CC(=CC1=CC=C(C(=C21)C#C)F)O)F)N2C[C@@H](OCC2)CO